C1(=C(C(=CC(=C1)C)C)B(C1=C(C=C(C=C1C)C)C)C1=CC=2C=CC=C3N4C5=C(C=CC=C5N1C23)C=C4)C (dimesitylboryl)dipyrrolo[3,2,1-de:3',2',1'-kl]phenazine